bis[3-(3-hydroxy-2-methylbenzyl)-2-hydroxy-5-methylphenyl]methane OC=1C(=C(CC=2C(=C(C=C(C2)C)CC2=C(C(=CC(=C2)C)CC2=C(C(=CC=C2)O)C)O)O)C=CC1)C